1-benzhydryl-4-(5-methylnicotinoyl)piperidin-3-one C(C1=CC=CC=C1)(C1=CC=CC=C1)N1CC(C(CC1)C(C1=CN=CC(=C1)C)=O)=O